3-Phenyl-4-n-hexyl-1-(pyridin-2-yl)-1H-pyrazol-5-ol C1(=CC=CC=C1)C1=NN(C(=C1CCCCCC)O)C1=NC=CC=C1